N1(N=CN=C1)CC1=C(C#N)C=CC=C1 ((1H-1,2,4-triazol-1-yl)methyl)benzonitrile